[Cl-].[Cl-].C1(C=CC2=CC=CC=C12)[Zr+2]C1=CC=CC=2C3=CC=CC=C3CC12 (indenyl)(fluorenyl)zirconium dichloride